C(#C)C1=C(C=C(C=C1F)CCCC)F 2-ethynyl-1,3-difluoro-5-butylbenzene